indan-5-carbonitrile C1CCC2=CC(=CC=C12)C#N